1-(3-(3-methoxypropyl)-1-((4'-(methylsulfonyl)-[1,1'-biphenyl]-4-yl)methyl)-1H-indol-5-yl)-5-methyl-1H-pyrazole-3-carboxamide COCCCC1=CN(C2=CC=C(C=C12)N1N=C(C=C1C)C(=O)N)CC1=CC=C(C=C1)C1=CC=C(C=C1)S(=O)(=O)C